CC=1OC(=CC1C(=O)NC1=NC(=NS1)CC(C)=O)C1=CC(=CC=C1)C(C)C 2-methyl-5-(3-isopropylphenyl)-N-(3-(2-oxopropyl)-1,2,4-thiadiazol-5-yl)furan-3-carboxamide